BrCC=1C=C(N(N1)CC(F)F)C(=O)[O-] 5-(bromomethyl)-2-(2,2-difluoroethyl)pyrazole-3-carboxylate